CN(CCOC(C(=C)C)=O)C methacrylic acid (2-dimethylaminoethyl) ester